1-(3-(1-methyl-1H-pyrazol-4-yl)quinolin-6-yl)ethanone oxime CN1N=CC(=C1)C=1C=NC2=CC=C(C=C2C1)C(C)=NO